ethyl {2-[acetyl(3-trifluoromethylphenyl)amino]-3-methylbutyrylamino}acetate C(C)(=O)N(C(C(=O)NCC(=O)OCC)C(C)C)C1=CC(=CC=C1)C(F)(F)F